2-[2-Chloro-5-(7-morpholin-4-yl-quinazolin-4-yl)-phenyl]-2-(3-chloro-pyrazin-2-yl)-acetamide ClC1=C(C=C(C=C1)C1=NC=NC2=CC(=CC=C12)N1CCOCC1)C(C(=O)N)C1=NC=CN=C1Cl